CC(CCCCCCCCCCCCOC(CC(=O)NCC(=O)N[C@@H](CO)C(=O)O)CCCCCCCCCC(CCC)C)C N-((3-(13-methyl-tetradecyloxy)-13-methyl-hexadecanoyl)glycyl)serine